(R)-N-(4-(3-((7-cyanoquinazolin-2-yl)amino)pyrrolidine-1-carbonyl)phenyl)propionamide C(#N)C1=CC=C2C=NC(=NC2=C1)N[C@H]1CN(CC1)C(=O)C1=CC=C(C=C1)NC(CC)=O